IC=1C=C(NC=O)C=CC1 M-iodoformanilide